C1(=CC=CC=C1)CC(=O)OC1=CC=C(C=C1)C Benzeneacetic acid, 4-methylphenyl ester